F[C@@H]1CC=2N(C=NC2CC(=O)NC=2SC=CN2)C1 2-[(6R)-6-fluoro-6,7-dihydro-5H-pyrrolo[1,2-c]Imidazol-1-yl]N-thiazol-2-yl-acetamide